C(#N)C1=C(OC2CCN(CC2)C2=C(C(N(C3=CC=C(C=C23)C)C)=O)C#N)C=CC=C1 4-[4-(2-cyanophenoxy)piperidin-1-yl]-1,6-dimethyl-2-oxo-1,2-dihydroquinoline-3-carbonitrile